[Cl-].C(C)(C)C1=C(C(=CC=C1)C(C)C)N1CN(C=C1)C1=C(C=CC=C1C(C)C)C(C)C 1,3-di-(2,6-diisopropylphenyl)imidazole chloride salt